C(C(=C)C)(=O)OC1CC(CC(C1)C)(C)C 3,3,5-trimethylcyclohexanol methacrylate